NC1=C(C=C(C=N1)C=1C=C(C=CC1)C(=O)N1C[C@@H](CC1)N)OC(C)C1=C(C=CC=C1Cl)Cl (3-{6-amino-5-[1-(2,6-dichloro-phenyl)-ethoxy]-pyridin-3-yl}-phenyl)-((R)-3-amino-pyrrolidin-1-yl)-methanone